C(C)NC(CN1N=C(C=CC1=O)C1=NC(=NO1)C1=CC(=CC=C1)OC)=O N-ethyl-2-(3-(3-(3-methoxyphenyl)-1,2,4-oxadiazol-5-yl)-6-oxopyridazin-1(6H)-yl)acetamide